3-((3-((8-(4-cyanophenyl)-2,3-dihydro-4H-pyrido[4,3-b][1,4]thiazin-4-yl)sulfonyl)azetidin-1-yl)-methyl)benzonitrile C(#N)C1=CC=C(C=C1)C1=CN=CC2=C1SCCN2S(=O)(=O)C2CN(C2)CC=2C=C(C#N)C=CC2